FC1=CC(=CC2=C1N(C(=N2)N)C)CC=2C=NC=CC2 7-fluoro-1-methyl-5-(3-pyridylmethyl)benzimidazol-2-amine